The molecule is a beta-D-glucoside having 3-nitropropyl as the anomeric alkyl group. It has a role as a phytotoxin. It is a C-nitro compound and a beta-D-glucoside. It derives from a beta-D-glucose. C(C[N+](=O)[O-])CO[C@H]1[C@@H]([C@H]([C@@H]([C@H](O1)CO)O)O)O